OC1CCCCCC=CCCCCCCCC(=O)O1 16-hydroxy-9-hexadecenolide